(chloromethyl)-2-methyl-1-(1H-1,2,4-triazol-1-ylmethyl)cyclopentanol ClCC1(C(CCC1)(O)CN1N=CN=C1)C